tert-butyl 2-((8-(1-(tert-butoxycarbonyl)pyrrolidin-2-yl)-3,7-dimethyl-2,6-dioxo-2,3,6,7-tetrahydro-1H-purin-1-yl)methyl)-4-chloro-1H-indole-1-carboxylate C(C)(C)(C)OC(=O)N1C(CCC1)C1=NC=2N(C(N(C(C2N1C)=O)CC=1N(C2=CC=CC(=C2C1)Cl)C(=O)OC(C)(C)C)=O)C